2,2'-methylene-bis(4,6-di-n-butylphenol) sodium phosphate P(=O)([O-])([O-])[O-].[Na+].C(C1=C(C(=CC(=C1)CCCC)CCCC)O)C1=C(C(=CC(=C1)CCCC)CCCC)O.[Na+].[Na+]